COC1=CC=C(C=C1)CC(C)NCC1=C(C=CC=C1)CO (((2-(4-methoxyphenyl)-1-methylethyl)amino)methyl)benzenemethanol